(R)-N-((S)-1-(3-(difluoromethoxy)phenyl)ethyl)-3-hydroxy-4,4-dimethylpentanamide FC(OC=1C=C(C=CC1)[C@H](C)NC(C[C@H](C(C)(C)C)O)=O)F